[Br-].C(C)(=O)[C@@]1([C@@H](O)O[C@@H]([C@]([C@@]1(O)C(C)=O)(O)C(C)=O)C(O)C(C)=O)O 2,3,4,6-tetraacetyl-α-D-glucopyranose bromide